4-(hexyloxy)nitrobenzene C(CCCCC)OC1=CC=C(C=C1)[N+](=O)[O-]